((((1r,3R,5S,7r)-3,5-dimethyl adamantan-1-yl) carbamoyl) oxy)-methyl benzoate C(C1=CC=CC=C1)(=O)OCOC(NC12C[C@]3(C[C@](CC(C1)C3)(C2)C)C)=O